3-isopropyl-2-methoxy-4-methylpyridine C(C)(C)C=1C(=NC=CC1C)OC